4-(4,4-dichloro-2-(4-hydroxyphenyl)but-3-en-1-yl)-3,5-difluorophenol ClC(=CC(CC1=C(C=C(C=C1F)O)F)C1=CC=C(C=C1)O)Cl